2-bromo-6-(3-((tetrahydro-2H-pyran-2-yl)oxy)prop-1-yn-1-yl)pyridin-3-ol potassium [K].BrC1=NC(=CC=C1O)C#CCOC1OCCCC1